C(C)(=O)N1[C@H](CN([C@@H](C1)C)C(C=C)=O)C1=CC(=NC(=C1)Cl)C1=CC(=NC(=C1)F)C(=O)NC trans-4-(1-acetyl-4-acryloyl-5-methylpiperazin-2-yl)-6-chloro-6'-fluoro-N-methyl-[2,4'-bipyridine]-2'-carboxamide